sodium octyliminopropionate C(CCCCCCC)N=C(C(=O)[O-])C.[Na+]